CP(=O)(C)C=1C(N(N=CC1OC)CC1=CC=C(C=C1)OC)=O 4-(dimethylphosphoryl)-5-methoxy-2-(4-methoxybenzyl)pyridazin-3(2H)-one